3-(3-chloro-4-fluorophenyl)-5-(2-(3-fluoroazetidin-1-yl)-2-oxoethyl)thieno[3,2-c]pyridin-4(5H)-one ClC=1C=C(C=CC1F)C1=CSC2=C1C(N(C=C2)CC(=O)N2CC(C2)F)=O